2,6-di-t-butylanthracene C(C)(C)(C)C1=CC2=CC3=CC=C(C=C3C=C2C=C1)C(C)(C)C